FC(C1=NN(C=C1C(=O)NC1=C(C=CC=C1)C1=CC(=C(C(=C1)F)F)F)C)F 3-(difluoromethyl)-1-methyl-N-[2-(3,4,5-trifluorophenyl)phenyl]pyrazole-4-carboxamide